tert-butyl 2-[1-[4-[[2,6-dioxo-3-piperidyl]amino]-2-fluoro-5-methoxy-phenyl]-4-hydroxy-4-piperidyl]acetate O=C1NC(CCC1NC1=CC(=C(C=C1OC)N1CCC(CC1)(O)CC(=O)OC(C)(C)C)F)=O